O=C(CCC(=O)O)NCCC1=CC=CC=C1 4-oxo-4-[(2-phenyl-ethyl)amino]butanoic acid